Phenyl-benzoic acid C1(=CC=CC=C1)C1=C(C(=O)O)C=CC=C1